1,3-bis(6-isopropoxyhexyl)imidazolium tert-butyl-3-(2-ethylthio-5-oxo-7,8-dihydropyrido[4,3-d]pyrimidin-6(5H)-yl)propanoate C(C)(C)(C)OC(CCN1C(C2=C(N=C(N=C2)SCC)CC1)=O)=O.C(C)(C)OCCCCCCN1C=[N+](C=C1)CCCCCCOC(C)C